CC1=C(C=CC=C1)SC1=CC=C(C=C1)CC1=CC=CC=C1 [4-(Methylphenylthio)phenyl]-phenylmethane